FC1=C(C=CC=C1OC)C(C(=O)OCC1=CC=CC=C1)C(C)=O benzyl 2-(2-fluoro-3-methoxyphenyl)-3-oxo-butyrate